FC=1C=C(C=C(C1)F)C(C1=CN=C(S1)NC(OC(C)(C)C)=O)O tert-Butyl (5-((3,5-difluorophenyl)(hydroxy)methyl)thiazol-2-yl)carbamate